N-((2R,3S)-1-cyclopropyl-2-(3,4-difluorophenyl)pyrrolidin-3-yl)-4-(trifluoromethoxy)benzenesulfonamide C1(CC1)N1[C@@H]([C@H](CC1)NS(=O)(=O)C1=CC=C(C=C1)OC(F)(F)F)C1=CC(=C(C=C1)F)F